1-(2,2,2-trifluoroethyl)-1H-1,2,3-triazole-5-carboxylic acid FC(CN1N=NC=C1C(=O)O)(F)F